C12(CC3CC(CC(C1)C3)C2)CCN2[C@H]3CN([C@@H](C2)C3)CCNC3=C2C(N(C(=NC2=CC=C3)C)C3C(NC(CC3)=O)=O)=O 3-(5-((2-((1R,4R)-5-(2-((3R,5R,7R)-adamantan-1-yl)ethyl)-2,5-diazabicyclo[2.2.1]heptan-2-yl)ethyl)amino)-2-methyl-4-oxoquinazolin-3(4H)-yl)piperidine-2,6-dione